methyl (Z)-2-(5-bromo-2-methylphenoxy)-3-methoxyacrylate BrC=1C=CC(=C(O\C(\C(=O)OC)=C/OC)C1)C